ClC1=NC=C(C=N1)C1(CC1)NC(=O)C1=CC(=NN1C)C(F)(F)F N-(1-(2-chloropyrimidin-5-yl)cyclopropyl)-1-methyl-3-(trifluoromethyl)-1H-pyrazole-5-carboxamide